((1S,3R)-3-((4-(3-amino-1H-pyrazol-5-yl)-5-fluoro-6-methylpyridin-3-yl)oxy)cyclopentyl)carbamic acid tert-butyl ester C(C)(C)(C)OC(N[C@@H]1C[C@@H](CC1)OC=1C=NC(=C(C1C1=CC(=NN1)N)F)C)=O